C(C=C)OC1=CC=C(C=NC2=CC=C(C=C2)O)C=C1 4-((4-(allyloxy)benzylidene)amino)phenol